tert-Butyl (R)-4-((6-(2-amino-6-(methoxycarbonyl)pyridin-3-yl)-2,2-difluoro-7-azaspiro[3.5]nonan-7-yl)methyl)-5-methoxy-7-methyl-1H-indole-1-carboxylate NC1=NC(=CC=C1[C@H]1CC2(CC(C2)(F)F)CCN1CC1=C2C=CN(C2=C(C=C1OC)C)C(=O)OC(C)(C)C)C(=O)OC